FC(C=1C=C(C=C(C1)C(F)(F)F)[B-](C1=CC(=CC(=C1)C(F)(F)F)C(F)(F)F)(C1=CC(=CC(=C1)C(F)(F)F)C(F)(F)F)C1=CC(=CC(=C1)C(F)(F)F)C(F)(F)F)(F)F.CC1=CC=CC=C1.[Ag+] silver (toluene) tetrakis[3,5-bis(trifluoromethyl)phenyl]borate